ClC1=CC=2C3=C(C(=NC2C(=C1C1=CC=C(C=C1)F)F)OC[C@H]1N(CCC1)C)N=NN3[C@@H]3C[C@H](NCC3)CC#N 2-((2S,4S)-4-(8-chloro-6-fluoro-7-(4-fluorophenyl)-4-(((S)-1-methylpyrrolidin-2-yl)methoxy)-1H-[1,2,3]triazolo[4,5-c]quinolin-1-yl)piperidin-2-yl)acetonitrile